N1-(2,6-diisopropylphenyl)-5-fluoro-6-(2-methoxyphenanthren-3-yl)benzene-1,2-diamine C(C)(C)C1=C(C(=CC=C1)C(C)C)NC=1C(=CC=C(C1C=1C(=CC=2C=CC3=CC=CC=C3C2C1)OC)F)N